ClC=1C=CC(=C(C1)[C@@H](N1C(C2=CC=CC=C2C1)=O)C=1NC2=CC=CC=C2C1)OC (R)-2-((5-chloro-2-methoxyphenyl)(1H-indole-2-yl)methyl)isoindolin-1-one